C(=O)(C=C)C(=CC=C)[N+](=O)[O-] acrylnitryl-buta-diene